7-[1-(1-phenyl-1H-1,2,3-triazol-4-yl)propyl]-5-[2-(trifluoromethyl)pyrimidin-5-yl]-7H-pyrrolo[2,3-d]pyrimidin-4-amine C1(=CC=CC=C1)N1N=NC(=C1)C(CC)N1C=C(C2=C1N=CN=C2N)C=2C=NC(=NC2)C(F)(F)F